FC(C=1C(=C(C=CC1)C(C)O)F)F 1-[3-(difluoromethyl)-2-fluorophenyl]-1-ethanol